NC=1C=C2C(=CC(NC2=CC1OC)=O)C 6-amino-7-methoxy-4-methyl-1H-quinolin-2-one